Perfluoroisobutylcyclohexan FC1(C(C(C(C(C1(F)F)(F)F)(F)F)(F)F)(F)F)C(C(C(F)(F)F)(C(F)(F)F)F)(F)F